2',3,4',5,6'-pentachlorobiphenyl ClC1=C(C(=CC(=C1)Cl)Cl)C1=CC(=CC(=C1)Cl)Cl